(E)-3-(benzyloxy)-2-(4-methoxyphenyl)-5-(3-methoxyprop-1-en-1-yl)pyridine C(C1=CC=CC=C1)OC=1C(=NC=C(C1)\C=C\COC)C1=CC=C(C=C1)OC